4-(4-((1R,5S)-8-oxa-3-azabicyclo[3.2.1]octan-3-yl)-8-fluoro-2-(((2R,7aS)-2-fluorotetrahydro-1H-pyrrolizin-7a(5H)-yl)methoxy)pyrido[4,3-d]pyrimidin-7-yl)-5-ethynylnaphthalen-2-ol [C@H]12CN(C[C@H](CC1)O2)C=2C1=C(N=C(N2)OC[C@]23CCCN3C[C@@H](C2)F)C(=C(N=C1)C1=CC(=CC2=CC=CC(=C12)C#C)O)F